BrC=1C=C(CN2N=C(N=C2C)C=2C=NC(=NC2)OC)C=CC1 5-(1-(3-bromobenzyl)-5-methyl-1H-1,2,4-triazol-3-yl)-2-methoxypyrimidine